O=C[C@@H](O)[C@@H](O)CCO L-4-deoxyarabinose